2-(2-chlorophenyl)-10-(naphthalen-2-yl)phenanthrene ClC1=C(C=CC=C1)C1=CC=2C(=CC3=CC=CC=C3C2C=C1)C1=CC2=CC=CC=C2C=C1